2''-(difluoromethyl)-5''-methoxy-2-oxo-2H-[1,2':4',4''-terpyridine]-5'-carboxylic acid FC(C1=NC=C(C(=C1)C1=CC(=NC=C1C(=O)O)N1C(C=CC=C1)=O)OC)F